COC1=CC2=C(C=3CCOC31)C=C(S2)C(CCC(=O)O)=O 4-(4-methoxy-1,2-dihydrothieno[3,2-e]benzofuran-7-yl)-4-oxobutanoic acid